FC1=CC=C(C=C1)N1N=CC2=CC(=CC=C12)N1C[C@H](N(CC1)S(=O)(=O)C=1C=NN(C1)C)C (R)-1-(4-fluorophenyl)-5-(3-methyl-4-((1-methyl-1H-pyrazol-4-yl)sulfonyl)piperazin-1-yl)-1H-indazole